tert-butyl 6-(7-(4-fluoro-2-methoxyphenyl)-6-(4,5,6,7-tetrahydrothiazolo[5,4-c]pyridin-2-yl)thieno[3,2-c]pyridin-4-yl)-3,4-dihydroisoquinoline-2(1H)-carboxylate FC1=CC(=C(C=C1)C=1C2=C(C(=NC1C=1SC=3CNCCC3N1)C=1C=C3CCN(CC3=CC1)C(=O)OC(C)(C)C)C=CS2)OC